O1C(CCCC1)N1N=CC(=C1)C1=CC=C(C2=C1N=CS2)C2=CC=C(N=N2)NC2CC1CCC(C2)N1C(=O)OC(C)(C)C tert-butyl (exo)-3-[(6-{4-[1-(oxan-2-yl)pyrazol-4-yl]-1,3-benzothiazol-7-yl}pyridazin-3-yl)amino]-8-azabicyclo[3.2.1]octane-8-carboxylate